methyl 3-bromo-4-[3-(methylamino)cyclobutoxy]benzoate BrC=1C=C(C(=O)OC)C=CC1OC1CC(C1)NC